2-(benzhydryl(methyl)amino)-5-hydroxy-1-methyl-6-oxo-N-(pyridin-2-yl)-1,6-dihydropyrimidine-4-carboxamide C(C1=CC=CC=C1)(C1=CC=CC=C1)N(C=1N(C(C(=C(N1)C(=O)NC1=NC=CC=C1)O)=O)C)C